C(C)(C)(C)OC(=O)N1CCC2=C(C=CC=C12)CO.C(=O)C1=CC=C(C=C1)C1=C(C=C(C(=C1)C1=CC=C(C=C1)C=O)C1=CC=C(C=C1)C=O)C1=CC=C(C=C1)C=O 1,2,4,5-tetra(4-formylphenyl)Benzene tert-Butyl-4-(hydroxymethyl)indoline-1-carboxylate